CC1=CC=C(C=C1)S(=O)(=O)OCC(COC1=CC2=C(N=C(S2)\C=C\C#CC2=NC=C(N=C2)N(C)C(=O)OC(C)(C)C)C=C1)O (E)-3-((2-(4-(5-((tert-butoxycarbonyl)(methyl)amino)pyrazin-2-yl)but-1-en-3-yn-1-yl)benzo[d]thiazol-6-yl)oxy)-2-hydroxypropyl 4-methylbenzenesulfonate